Cl.NC\C=C(\CN1N=NC2=C1C=C(C=C2C2=C(C=CC(=C2)S(NC2CC2)(=O)=O)OC)C(=O)NOC)/F (Z)-1-(4-amino-2-fluorobut-2-en-1-yl)-4-(5-(N-cyclopropylsulfamoyl)-2-methoxyphenyl)-N-methoxy-1H-benzo[d][1,2,3]triazol-6-carboxamide hydrochloride